tert-butyl 4-cyano-4-(5-isopropylisoxazol-3-yl)piperidine-1-carboxylate C(#N)C1(CCN(CC1)C(=O)OC(C)(C)C)C1=NOC(=C1)C(C)C